C(CCCC)OC(=O)C1=C(C2=CC=CC=C2C=C1)C1C2C3C4C=CC(C3C(C1)C2)C4 8-(n-pentyloxycarbonylnaphthyl)-tetracyclo[4.4.0.12,5.17,10]-3-dodecene